(R)-6-chloro-3-((1-(3,6-dimethyl-2-(4-(5-methylpyrimidin-2-yl)piperidin-1-yl)-4-oxo-3,4-dihydroquinazolin-8-yl)ethyl)amino)-N-(methylsulfonyl)picolinamide ClC1=CC=C(C(=N1)C(=O)NS(=O)(=O)C)N[C@H](C)C=1C=C(C=C2C(N(C(=NC12)N1CCC(CC1)C1=NC=C(C=N1)C)C)=O)C